CC1=CC=C(C=C1)C1=NC2=CC=CC(=C2N=C1)C 2-(4-methylphenyl)-5-methylquinoxaline